C1=CC=CC2=C1C=1C(=CC=3NC=4C=CC=CC4C3C1)O2 7H-benzofuro[2,3-b]carbazole